COC1=CC=C(C=2OC3=CC=CC=C3C(C2)=O)C=C1 4'-methoxyflavone